N-(8'-bromo-4'H-spiro[cyclopropane-1,5'-naphtho[2,1-d]isoxazol]-3'-yl)-2-fluoro-3-methoxybenzenesulfonamide BrC1=CC=C2C3(CC=4C(=NOC4C2=C1)NS(=O)(=O)C1=C(C(=CC=C1)OC)F)CC3